C1=CC=C2C=CC=C3C=4C=CC5=C(C4C1=C32)C=CC=C5 Benzo(j)fluoranthene